C(C)C=1C(=CC=C2C=C(C=C(C12)C1=C(C=2N=C(N=C(C2C=N1)N1C[C@@H](C[C@H](C1)F)O)OC[C@]12CCCN2C[C@@H](C1)F)F)O)F (3R,5R)-1-(7-(8-ethyl-7-fluoro-3-hydroxynaphthalen-1-yl)-8-fluoro-2-(((2R,7aS)-2-fluorohexahydro-1H-pyrrolizin-7a-yl)methoxy)pyrido[4,3-d]pyrimidin-4-yl)-5-fluoropiperidin-3-ol